CS(=O)(=O)NCCCNC(OC(C)(C)C)=O tert-butyl (3-(methylsulfonamido)propyl)carbamate